(R)-3-cyclopentyl-3-(4-(4,4,5,5-tetramethyl-1,3,2-dioxaborolan-2-yl)-1H-pyrazol-1-yl)propionitrile C1(CCCC1)[C@@H](CC#N)N1N=CC(=C1)B1OC(C(O1)(C)C)(C)C